Cis-8-dimethylamino-3-(5-methyl-pyrazin-2-yl)-8-phenyl-1,3-diazaspiro[4.5]decan-2-one CN(C1(CCC2(CN(C(N2)=O)C2=NC=C(N=C2)C)CC1)C1=CC=CC=C1)C